CC(C)(C1=CC=CC=C1)C1=CC=C(C=C1)OC(O)=O.N[C@H]1CN(C[C@@H](C1)F)C(=O)C1=CC2=C(C(=C(O2)C2=CC=3C(=NC=CC3)N2CC2CC2)C)C=C1 ((3r,5r)-3-amino-5-fluoropiperidin-1-yl)(2-(1-(cyclopropylmethyl)-1H-pyrrolo[2,3-b]pyridin-2-yl)-3-methylbenzofuran-6-yl)methanone 4-(1-methyl-1-phenylethyl)-phenyl-carbonate